8-oxabicyclo[4.3.0]-3-nonene C12CC=CCC2COC1